5-methoxy-6-methyl-2,3-dihydro-1H-inden-1-one COC=1C=C2CCC(C2=CC1C)=O